naphthyl-pyrrolindione C1(=CC=CC2=CC=CC=C12)N1C=CC(C1=O)=O